OC1=CC=C(C=C1)[PH2]=O 4-hydroxyphenyl-phosphine oxide